1-{1-[4-Chloro-4'-(piperazin-1-yl)[1,1'-biphenyl]-2-yl]piperidin-3-yl}-5-(trifluoromethyl)-1H-pyrazole-4-carboxylic acid ClC1=CC(=C(C=C1)C1=CC=C(C=C1)N1CCNCC1)N1CC(CCC1)N1N=CC(=C1C(F)(F)F)C(=O)O